C(#N)N=S(=O)(C=1C=C(C=C(C1)S(=O)(=O)C)C1=CC=CC=C1)C1=CC=C(S1)CNC(OCCCC)=O butyl ((5-(N-cyano-5-(methylsulfonyl)-[1,1'-biphenyl]-3-sulfonimidoyl)thiophen-2-yl)methyl)carbamate